FC1=C(N=CC2=C1N=C(N=C2N)OCC21CCCN1CCC2)C2=CC=CC1=CC=CC(=C21)F 8-fluoro-7-(8-fluoronaphthalen-1-yl)-2-((hexahydro-1H-pyrrolizin-7a-yl)methoxy)pyrido[4,3-d]Pyrimidin-4-amine